aminodiethoxymethyl alcohol NC(OCC)(OCC)O